CC(=CC(=O)OCCO)C ethylene glycol di(methyl)acrylate